2-hydroxyacetic acid methyl ester COC(CO)=O